C12C(CC(CC1CN1C(C(=C(C1=O)C)C)=O)C2)CN2C(C(=C(C2=O)C)C)=O (bicyclo[2.2.1]heptane-2,6-diylbis(methylene))bis(3,4-dimethyl-1H-pyrrole-2,5-dione)